(4-methylphenyl)(2-hydroxy-5-methyl-phenyl)-methanone CC1=CC=C(C=C1)C(=O)C1=C(C=CC(=C1)C)O